tert-butyl 4-(3-formyl-4-hydroxy-phenyl)piperazine-1-carboxylate C(=O)C=1C=C(C=CC1O)N1CCN(CC1)C(=O)OC(C)(C)C